2-amino-4-bromo-6-fluoro-3-methyl-benzoic acid NC1=C(C(=O)O)C(=CC(=C1C)Br)F